[F-].C(C)[NH+]1CC(CC1)C 1-Ethyl-3-methylpyrrolidinium fluorid